BrC1=C2CC(CC2=CC=C1)(O)[2H] 4-bromo-2,3-dihydro-1H-inden-2-d-2-ol